BrC=1C=C2C(C(=CNC2=CC1)C(=O)O)=O 6-bromo-1,4-dihydro-4-oxo-3-quinolinecarboxylic acid